2,6-dihydroxy-5'-methyl-4-pentyl-2'-(prop-1-en-2-yl)-N-(4-(trifluoromethyl)phenyl)-1',2',3',4'-tetrahydro-[1,1'-biphenyl]-3-carboxamide OC1=C(C(=CC(=C1C(=O)NC1=CC=C(C=C1)C(F)(F)F)CCCCC)O)C1C(CCC(=C1)C)C(=C)C